N-(2-(diethylamino)ethyl)-7-oxo-7H-benzo[h]pyrido[2,1-b]quinazoline-12-carboxamide C(C)N(CCNC(=O)C1=CC=CN2C1=NC=1C3=C(C=CC1C2=O)C=CC=C3)CC